CN1N=CC=CC1=O 2-methylpyridazin-3-one